NC1=NC=2C=C(C(=CC2C2=C1C=NN2C)C(=O)N(C)CC=2C(=NC(=CC2)C(F)(F)F)F)F 4-amino-7-fluoro-N-((2-fluoro-6-(trifluoromethyl)-3-pyridinyl)methyl)-N,1-dimethyl-1H-pyrazolo[4,3-c]quinoline-8-carboxamide